(1-((1-methoxyprop-2-yl)oxy)prop-2-yl)benzene COCC(C)OCC(C)C1=CC=CC=C1